6-bromo-1-methyl-2-((pyridin-3-yloxy)methyl)-1H-benzo[d]imidazole BrC=1C=CC2=C(N(C(=N2)COC=2C=NC=CC2)C)C1